t-Butyl (R)-6-((1-methylpiperidin-4-yl)oxy)-8-((tetrahydrofuran-3-yl) amino)-3,4-dihydro-isoquinoline-2(1H)-carboxylate CN1CCC(CC1)OC=1C=C2CCN(CC2=C(C1)N[C@H]1COCC1)C(=O)OC(C)(C)C